ClC=1SC2=C(N1)C=CC(=C2)S(=O)(=O)N2CC(C2)O 1-[(2-chloro-1,3-benzothiazol-6-yl)sulfonyl]azetidin-3-ol